C(C1=CC=CC=C1)C1=NC(=NN1)C(=O)NC1CCC2=C(N(C1=O)C([2H])([2H])[2H])C=C(C=C2)N2CC1(C2)CCOCC1 5-benzyl-N-(1-(methyl-d3)-2-oxo-8-(7-oxa-2-azaspiro[3.5]nonan-2-yl)-2,3,4,5-tetrahydro-1H-benzo[b]azepin-3-yl)-1H-1,2,4-triazole-3-carboxamide